N[C@H](C(=O)O[C@@H]1[C@H](C[C@H](C1)NC1=NC=NC=C1C(=O)C=1SC(=C(C1)[C@@H]1OCCC2=CC=C(C=C12)Cl)C)COS(N)(=O)=O)[C@H](CC)C [(1S,2R,4R)-4-[[5-[4-[(1R)-7-chloroisochroman-1-yl]-5-methyl-thiophene-2-carbonyl]pyrimidin-4-yl]amino]-2-(sulfamoyloxymethyl)cyclopentyl] (2S,3S)-2-amino-3-methyl-pentanoate